[Br-].OC1=C(C[P+](C2=CC=CC=C2)(C2=CC=CC=C2)C2=CC=CC=C2)C=CC=C1 (2-hydroxybenzyl)triPhenylphosphonium bromide